ClC1=NN=C(C2=CC=CC=C12)N[C@H]1CCC2=NC=CC=C21 (S)-4-chloro-N-(6,7-dihydro-5H-cyclopenta[b]pyridin-5-yl)phthalazine-1-amine